ClC=1C=C2C=CC(=CC2=CC1)COC=1N=NNC1 4-((6-chloronaphthalen-2-yl)methoxy)-1H-1,2,3-triazole